C(C=C)(=O)OC=1C=C(C=O)C=C(C1)OC(C=C)=O 3,5-diacryloyloxybenzaldehyde